ClC1=C2C(=NC(=N1)Cl)N(N=C2)C2CCCCC2 4,6-dichloro-1-cyclohexyl-1H-pyrazolo[3,4-d]pyrimidine